Cl.Cl.N[C@@H]1CN(C[C@@H](C1)C)C1=C(C=NC(=C1)C(F)(F)F)NC(=O)C=1C(=C(C(=CC1)F)C1=C(C=CC=C1F)F)F N-(4-((3S,5R)-3-amino-5-methylpiperidin-1-yl)-6-(trifluoromethyl)pyridin-3-yl)-2,2',6,6'-Tetrafluoro-[1,1'-biphenyl]-3-carboxamide dihydrochloride